CS(=O)(C1COC1)=NC1=NC(=CC(=C1)N1[C@@H](COCC1)C)C1=C2C(=CN=C1)NC=C2 methyl((4-((R)-3-methylmorpholino)-6-(1H-pyrrolo[2,3-c]pyridin-4-yl)pyridin-2-yl)imino)(oxetan-3-yl)-λ6-sulfanone